CN(C(OC(C)(C)C)=O)CCCC([C@]1(CN(CC1)C1=C(C(=C(C(=C1)F)S(N(C1=NC(=CC=C1)F)CC1=C(C=C(C=C1)OC)OC)(=O)=O)F)Cl)OC)=O tert-butyl N-methyl-N-[4-oxo-4-[(3S)-1-[2-chloro-4-[(2,4-dimethoxyphenyl)methyl-(6-fluoro-2-pyridyl)sulfamoyl]-3,5-difluoro-phenyl]-3-methoxy-pyrrolidin-3-yl]butyl]carbamate